1-methyl-3-(4-methyl-pentyl)-3-cyclohexene CC1CC(=CCC1)CCCC(C)C